OCCN(CCC[Si](OC)(OC)OC)CCC[Si](OC)(OC)OC N-(hydroxyethyl)-N,N-bis(trimethoxysilylpropyl)amine